C(C=1C(O)=CC=CC1)(=O)[O-].OCC[N+](C)(C)C 2-hydroxyethyl-trimethyl-ammonium salicylate